OCC(C)(C)OC1=CC=C(C=C1)C(CCC1=C(N=C(S1)C1=CC=C(C=C1)C(F)(F)F)C(C)C)O 1-(4-((1-hydroxy-2-methylpropan-2-yl)oxy)phenyl)-3-(4-isopropyl-2-(4-(trifluoromethyl)phenyl)thiazol-5-yl)propan-1-ol